1,1'-bis(diphenylphosphino)ferrocenium C1(=CC=CC=C1)P(C1C=CC=C1)C1=CC=CC=C1.[C-]1(C=CC=C1)P(C1=CC=CC=C1)C1=CC=CC=C1.[Fe+2]